O=C([C@@H](C)NC(OC(C)(C)C)=O)NC([2H])([2H])C1=CC=CC=C1 Tertbutyl (R)-(1-oxo-1-((phenylmethyl-d2)amino)propan-2-yl)carbamate